methyl (S)-3-amino-3-phenylpropanoate L-(+)-tartaric acid salt C([C@H](O)[C@@H](O)C(=O)O)(=O)O.N[C@@H](CC(=O)OC)C1=CC=CC=C1